C(C)(C)(C)C1=CC=C(OC=2C3=CC=CC=C3C(=C3C=CC=CC23)OC2=CC=C(C=C2)C(C)(C)C)C=C1 9,10-bis(4-tert-butylphenoxy)anthracene